C12C3CCCC(COCNCCC4(OC5CCC(NN1)C2C5)CC4)C3 8',14'-Dioxa-10',19',20'-triazaspiro[cyclopropane-1,13'-tetracyclo[13.5.2.12,6.018,21]tricosane]